N[C@H]1C[C@@H](CCC1=C(F)F)C(=O)O (1R,3S)-3-Amino-4-(difluoromethylene)cyclohexane-1-carboxylic acid